BrC=1C=NN2C1N=C(C=C2C2(CC2)S(=O)(C)=N)N2[C@@H](COCC2)C (1-(3-bromo-5-((R)-3-methylmorpholino)pyrazolo[1,5-a]pyrimidin-7-yl)cyclopropyl)(imino)(methyl)-λ6-sulfanone